6-bromo-1,3-benzothiazol-5-amine BrC1=CC2=C(N=CS2)C=C1N